5-fluorophenyl (methyl)carbamate CNC(OC1=CC=CC(=C1)F)=O